5-[[(3,4-dimethylpyrimido[4',5':4,5]thieno[2,3-c]pyridazin-8-yl)amino]methyl]-2-fluoro-N-[(1R)-2,2,2-trifluoro-1-methyl-ethyl]benzamide CC1=C(C2=C(N=N1)SC1=C2N=CN=C1NCC=1C=CC(=C(C(=O)N[C@@H](C(F)(F)F)C)C1)F)C